tert-butyl (6-(1-cyanocyclopropyl)thiazolo[4,5-b]pyrazin-2-yl)carbamate C(#N)C1(CC1)C=1N=C2C(=NC1)N=C(S2)NC(OC(C)(C)C)=O